COCCN(CC[C@@H](C(=O)O)NC1=NC=NC=C1)CCCCC1=NC=2NCCCC2C=C1 (S)-4-((2-methoxyethyl)(4-(5,6,7,8-tetrahydro-1,8-naphthyridin-2-yl)butyl)amino)-2-(pyrimidin-4-ylamino)butyric acid